tert-butyl N-[[4-[6-(2-formylcyclopropyl)pyrrolo[2,1-f][1,2,4]triazin-4-yl]-2-methyl-phenyl]methyl]carbamate C(=O)C1C(C1)C=1C=C2C(=NC=NN2C1)C1=CC(=C(C=C1)CNC(OC(C)(C)C)=O)C